OC(C(=O)O)CC=1C=NC=CC1 2-hydroxy-3-(3-pyridyl)propionic acid